(E)-2-(2-(1H-indazol-5-yl)vinyl)-6-((tert-butyldimethylsilyl)oxy)benzo[d]thiazole N1N=CC2=CC(=CC=C12)/C=C/C=1SC2=C(N1)C=CC(=C2)O[Si](C)(C)C(C)(C)C